N-[1-[3-(5-chloro-2-pyridinyl)pyrazin-2-yl]ethyl]-2-(1-cyanocyclopropyl)-6-(trifluoromethyl)pyridine-4-carboxamide ClC=1C=CC(=NC1)C=1C(=NC=CN1)C(C)NC(=O)C1=CC(=NC(=C1)C(F)(F)F)C1(CC1)C#N